NC1CC(OC(C1O)C)OC1C=2C(=C3C(C=4C(=CC=CC4C(C3=C(C2CC(C1)(C(=NO)C)O)O)=O)OC)=O)O 7-(4-amino-5-hydroxy-6-methyloxan-2-yl)oxy-6,9,11-trihydroxy-9-(N-hydroxy-C-methylcarbonimidoyl)-4-methoxy-8,10-dihydro-7H-tetracene-5,12-dione